N=1N=C(N2CCOC3=C(C21)C=CN=C3)CNC=3C=C(C(=O)O)C=CC3 3-(((5,6-dihydropyrido[4,3-f][1,2,4]triazolo[4,3-d][1,4]oxazepin-3-yl)methyl)amino)benzoic acid